C12C=CC(C(C1)CN1C[C@@H]3[C@H](C1)CC(C3)NC=3N=NC(=CC3)C3=C(C=CC(=C3)F)Cl)C2 (3aR,5s,6aS)-2-(5-bicyclo[2.2.1]hept-2-enylmethyl)-N-[6-(2-chloro-5-fluoro-phenyl)pyridazin-3-yl]-3,3a,4,5,6,6a-hexahydro-1H-cyclopenta[c]pyrrol-5-amine